N1=CC(=CC=C1)C=1C=C(C=CC1)C1=CC(=NC=C1C1=CC=C(C=C1)N1C=2C=CC=C(C2C=2C(=CC=CC12)N(C1=CC=CC=C1)C1=CC=CC=C1)N(C1=CC=CC=C1)C1=CC=CC=C1)C1=CC=C(C=C1)N1C=2C=CC=C(C2C=2C(=CC=CC12)N(C1=CC=CC=C1)C1=CC=CC=C1)N(C1=CC=CC=C1)C1=CC=CC=C1 9,9'-((4-(3-(pyridin-3-yl)phenyl)pyridine-2,5-diyl)bis(4,1-phenylene))bis(N4,N4,N5,N5-tetraphenyl-9H-carbazole-4,5-diamine)